indium tin-tin oxide [Sn]=O.[Sn].[In]